1-isopropyl-3-methyl-imidazo[4,5-c]quinolin-2-one C(C)(C)N1C(N(C=2C=NC=3C=CC=CC3C21)C)=O